N-((2-(2,6-dioxopiperidin-3-yl)-1-oxoisoindolin-5-yl)methyl)-2,2-difluoro-2-(2-(2,2,2-trifluoroethoxy)phenyl)acetamide O=C1NC(CCC1N1C(C2=CC=C(C=C2C1)CNC(C(C1=C(C=CC=C1)OCC(F)(F)F)(F)F)=O)=O)=O